O=C(C=O)C=1C=NC=CC1 2-OXO-2-(PYRIDIN-3-YL)ACETALDEHYDE